tert-butyl (2R,3R)-2-ethyl-3-(methylamino)pyrrolidine-1-carboxylate C(C)[C@H]1N(CC[C@H]1NC)C(=O)OC(C)(C)C